3-((1s,2r)-1-hydroxy-2-tert-butoxycarbonylaminopropyl)phenol O[C@H]([C@@H](C)NC(=O)OC(C)(C)C)C=1C=C(C=CC1)O